C(=O)[O-].C(#N)C[N+]1(CCCC1)CCOCCNC(C1=C(C=C(C=C1)NC=1C=2N(C=CN1)C(=CN2)C=2C(=NN(C2)CC#N)C(F)(F)F)CC)=O 1-(Cyanomethyl)-1-(2-(2-(4-((3-(1-(cyanomethyl)-3-(trifluoromethyl)-1H-pyrazol-4-yl)imidazo[1,2-a]pyrazin-8-yl)amino)-2-ethylbenzamido)ethoxy)ethyl)pyrrolidin-1-ium formate